ClC=1C=C(OCC(=O)N(C)OC)C=C(C1CC1=C(C(=C(C=C1)O)C(C)C)F)Cl 2-(3,5-dichloro-4-(2-fluoro-4-hydroxy-3-isopropylbenzyl)phenoxy)-N-methoxy-N-methylacetamide